FC=1C=C2C(C(=CNC2=C(C1)F)C(=O)O)=O 6,8-difluoro-4-oxo-1,4-dihydroquinoline-3-carboxylic acid